COC(C(=O)C1=CC=CC=C1)(OC(C)=O)OC dimethoxy-α-acetoxyacetophenone